FC1(CCC(CC1)N1N=C(C=2C1=NC(=NC2)NC=2C(=CC=1N(C2)C=CN1)C)C)F 1-(4,4-difluorocyclohexyl)-3-methyl-N-(7-methylimidazo[1,2-a]pyridin-6-yl)-1H-pyrazolo[3,4-d]pyrimidin-6-amine